2-(2'-methyl-4'-hydroxyphenyl)benzotriazole CC1=C(C=CC(=C1)O)N1N=C2C(=N1)C=CC=C2